N-{[5-(3,3-difluorocyclobutyl)-6-fluoropyridin-2-yl](phenyl)methyl}-1-[2-(1-ethyl-5-methyl-6-oxo-1,6-dihydropyridin-3-yl)acetyl]-4-fluoropyrrolidine-2-carboxamide FC1(CC(C1)C=1C=CC(=NC1F)C(NC(=O)C1N(CC(C1)F)C(CC1=CN(C(C(=C1)C)=O)CC)=O)C1=CC=CC=C1)F